6-(6-ethyl-2-pyridinyl)-4-(trifluoromethyl)isoindolin-1-one C(C)C1=CC=CC(=N1)C1=CC(=C2CNC(C2=C1)=O)C(F)(F)F